C(C)OC(CC(CC1=C(C=C(C(=C1)F)F)F)=O)=O.C(=C)[Si](OC(C)=O)(C)C vinyl-dimethyl-acetoxysilane ethyl-4-(2,4,5-trifluorophenyl)-3-oxobutyrate